tert-butyl (3-acetyl-9-(5-((2-chloro-3-((R)-3-methoxypyrrolidin-1-yl)phenyl)thio)pyrazin-2-yl)-3,9-diazaspiro[5.5]undecane-1-yl)carbamate C(C)(=O)N1CC(C2(CC1)CCN(CC2)C2=NC=C(N=C2)SC2=C(C(=CC=C2)N2C[C@@H](CC2)OC)Cl)NC(OC(C)(C)C)=O